CN1C=NC2=C1C=NN(C2=O)CC(=O)N[C@@H](C)C2=CC=C(C=C2)C (S)-2-(1-Methyl-4-oxo-1,4-dihydro-5H-imidazo[4,5-d]pyridazin-5-yl)-N-(1-(p-tolyl)ethyl)-acetamid